methyl 5-amino-4-(4-(4-(N,N-dimethylsulfamoyl)benzyloxy)-1-oxoisoindolin-2-yl)-5-oxopentanoate NC(C(CCC(=O)OC)N1C(C2=CC=CC(=C2C1)OCC1=CC=C(C=C1)S(N(C)C)(=O)=O)=O)=O